Methyl 2-(4-(((tert-butoxycarbonyl)(2-(4'-chloro-[1,1'-biphenyl]-4-yl)cyclopropyl)amino)methyl)piperidin-1-yl)pyrimidine-5-carboxylate C(C)(C)(C)OC(=O)N(C1C(C1)C1=CC=C(C=C1)C1=CC=C(C=C1)Cl)CC1CCN(CC1)C1=NC=C(C=N1)C(=O)OC